3,4-PYRIDINEDICARBOXALDEHYDE N1=CC(=C(C=C1)C=O)C=O